C1=CC=C(C(=C1)NC2=CC=CC=C2S)S 2,2'-Dithiodiphenylamine